FC=1C(=CC2=C(NC(=N2)C=2N3CC/C=C/C[C@@H]4C[C@H]4C(N[C@@H](C=4C=CC(C2)=C3N4)C)=O)C1)C(=O)OC methyl 6-fluoro-2-[(2R,5R,7R,9E)-2-methyl-4-oxo-3,13,19-triazatetracyclo[11.5.2.05,7.016,20]icosa-1(19),9,14,16(20),17-pentaen-14-yl]-1H-benzimidazole-5-carboxylate